O.O.S(=O)(=O)(O)O.NC1=NC(=CC2=CC(=C(C=C12)OC)OC)CNCCCNC(=O)C1OCCC1 N-[3-[(1-amino-6,7-dimethoxy-3-Isoquinolinyl)methylamino]propyl]tetrahydro-2-furancarboxamide sulfate dihydrate